imidazole sulfur phosphorus [P].[S].N1C=NC=C1